OC1=C2C=CC(OC2=CC(=C1C(\C=C\C1=CC=CC=C1)=O)OC)(C)C (E)-1-(5-hydroxy-7-methoxy-2,2-dimethyl-2H-chromen-6-yl)-3-phenylprop-2-en-1-one